CN(C1=CC=C(C(C2=CCC(C=C2)(NC)N(C)C)(C2=CC=CC=C2)O)C=C1)C 4,4'-Bis(Dimethylamino)-4'-(methylamino)Trityl Alcohol